C1NCC12CC(C2)N2CC1(CCN(C1)C=1C=NC(=NC1)N1C(C3=C(NC=4N=NC(=CC43)C4=C(C=CC=C4)O)CC1)C)CC2 2-(6-(5-(7-(2-azaspiro[3.3]heptan-6-yl)-2,7-diazaspiro[4.4]nonan-2-yl)pyrimidin-2-yl)-5-methyl-6,7,8,9-tetrahydro-5H-pyrido[3',4':4,5]pyrrolo[2,3-c]pyridazin-3-yl)phenol